(R)-9-Oxo-8-(5-((1R,2R)-2-(trifluoromethyl)cyclohexyl)thiazol-2-yl)octahydro-2H-pyrazino[1,2-a]pyrazin O=C1N(CCN2[C@@H]1CNCC2)C=2SC(=CN2)[C@H]2[C@@H](CCCC2)C(F)(F)F